3-(3-(5-fluoro-2-methoxyphenyl)-4-thiazolinonyl)-N-(4-1-N-pyrazolylbutyl)benzamide FC=1C=CC(=C(C1)N1C(SC=C1C=1C=C(C(=O)NCCCCN2N=CC=C2)C=CC1)=O)OC